(1R,4s)-4-(8-(2,6-dichloro-4-fluorophenylamino)-2-((1S,3S)-3-hydroxycyclopentylamino)-9H-purin-9-yl)-1-methylcyclohexanecarboxamide ClC1=C(C(=CC(=C1)F)Cl)NC=1N(C2=NC(=NC=C2N1)N[C@@H]1C[C@H](CC1)O)C1CCC(CC1)(C(=O)N)C